12-(2-phenyl-acetoxy)octadec-9-enoic acid (Z)-2-((4-hydroxy-2-iodo-5-methoxybenzyl) amino)-2-oxoethyl ester OC1=CC(=C(CNC(COC(CCCCCCC\C=C/CC(CCCCCC)OC(CC2=CC=CC=C2)=O)=O)=O)C=C1OC)I